C(C)(C)(C)OC(=O)N1CCN(CC1)C1=NNC(=C1)CCOCC1=CC=CC=C1.OC(C(=O)C1=CC=C(C=C1)C(=C)C)(C)C 2-hydroxy-2-methyl-1-[4-(1-methylvinyl)phenyl]propane-1-one tert-butyl-4-[5-(2-benzyloxyethyl)-1H-pyrazol-3-yl]piperazine-1-carboxylate